tert-butyl 3-(8-chloro-9-fluoro-1,3-dihydrofuro[3,4-c][2,7]naphthyridin-5-yl)-3,8-diazabicyclo[3.2.1]octane-8-carboxylate ClC1=C(C=2C3=C(N=C(C2C=N1)N1CC2CCC(C1)N2C(=O)OC(C)(C)C)COC3)F